[(3S,9aS)-3-(3-chloro-4-fluoro-phenyl)-3,4,6,7,9,9a-hexahydro-1H-pyrazino[2,1-c][1,4]oxazin-8-yl]-[2-chloro-3-(3-fluoro-1H-pyrazol-4-yl)phenyl]methanone ClC=1C=C(C=CC1F)[C@H]1CN2[C@H](CO1)CN(CC2)C(=O)C2=C(C(=CC=C2)C=2C(=NNC2)F)Cl